C(C)(C)(C)C=1C=CC2=C(C=CO2)C1 5-(tert-Butyl)benzofuran